NCCCCCCOC=1C=C(C=CC1)CC(=O)O 2-{3-[(6-aminohexyl)oxy]phenyl}acetic acid